OC1=C(CN(C=C1C)C)[N+](=O)[O-] 4-hydroxy-1,5-dimethyl-3-nitropyridin